O1CCC(=CC1)C=1SC(=CN1)C(=O)OCC ethyl 2-(3,6-dihydro-2H-pyran-4-yl)-1,3-thiazole-5-carboxylate